tert-butyl 4-(2-(2-chloro-5-cyanophenyl)-5,7-difluoro-4-oxo-1,4-dihydroquinolin-6-yl)piperidine-1-carboxylate ClC1=C(C=C(C=C1)C#N)C=1NC2=CC(=C(C(=C2C(C1)=O)F)C1CCN(CC1)C(=O)OC(C)(C)C)F